N-(8-fluoro-2-methylimidazo[1,2-a]pyridin-6-yl)-5-(6-methyl-2,6-diazaspiro[3.5]nonan-2-yl)pyrazine-2-carboxamide FC=1C=2N(C=C(C1)NC(=O)C1=NC=C(N=C1)N1CC3(C1)CN(CCC3)C)C=C(N2)C